ClC1=NC=C(C(=C1)C1=C(C=NC(=C1)C)C(=O)NC=1SC(=NN1)OC[C@H]1CO[C@@H](C1)C)OC 2'-chloro-5'-methoxy-6-methyl-N-(5-(((3r,5r)-5-methyltetrahydrofuran-3-yl)methoxy)-1,3,4-thiadiazol-2-yl)-(4,4'-bipyridyl)-3-carboxamide